ClC1=CC=C(C(=O)NCCN2CCOCC2)C=C1 4-chloro-N-2-(4-morpholinyl)ethylbenzamide